NCCOC1=CC=CC=2OC=3C(NC21)=NC(NC3)=O 9-(2-aminoethoxy)-3H-benzo[b]pyrimido[4,5-e][1,4]oxazin-2(10H)-one